2-(cyanomethyl)-8-((2s,5r)-5-ethyl-2-methyl-4-(1-(2-methylthiazolo[5,4-b]pyridin-5-yl)ethyl)piperazin-1-yl)-5-methyl-6-oxo-5,6-dihydroimidazo[1,2-b]pyridazine-7-carbonitrile C(#N)CC=1N=C2N(N(C(C(=C2N2[C@H](CN([C@@H](C2)CC)C(C)C2=CC=C3C(=N2)SC(=N3)C)C)C#N)=O)C)C1